N[C@@H](CC1=CC=C(C=C1)O)C(=O)O |r| (racemic)-tyrosine